6-((tert-butyldimethylsilyl)oxy)-3-iodo-1H-indazole [Si](C)(C)(C(C)(C)C)OC1=CC=C2C(=NNC2=C1)I